C(CCCCCC)(=O)[O-].[Zn+2].C(CCCCCC)(=O)[O-] zinc enanthoate